C[Si](C)(C)CCCS(=O)(=O)[O-].[Na+] trimethylsilylpropanesulfonic acid sodium salt